FC1=CC=C(C=C1)S(=O)(=O)NCCCNC1=NC=CC(=N1)C1=C(N=C2SC=CN21)C2=CC(=CC=C2)O 4-fluoro-N-(3-((4-(6-(3-hydroxylphenyl)imidazo[2,1-b]thiazol-5-yl)pyrimidin-2-yl)amino)propyl)benzenesulfonamide